tert-butyl (E)-3-(6-azido-7-cyanonaphthalen-2-yl)acrylate N(=[N+]=[N-])C=1C=C2C=CC(=CC2=CC1C#N)/C=C/C(=O)OC(C)(C)C